C(C)(C)(C)OC(=O)N[C@H](C(=O)OC)C[C@@H](C(=O)OC)OC1=C(C=CC(=C1)F)[N+](=O)[O-] dimethyl (2S,4S)-2-((tert-butoxycarbonyl)amino)-4-(5-fluoro-2-nitrophenoxy)pentanedioate